FC1=C(C(=CC=2SC(=CC21)C(CCC(=O)O)=O)OC)OCCCOC2=C(C1=C(SC(=C1)C(CCP(=O)(O)O)=O)C=C2OC)F 4-(4-fluoro-5-(3-((4-fluoro-6-methoxy-2-(3-phosphonopropionyl)benzo[b]thiophen-5-yl)oxy)propoxy)-6-methoxybenzo[b]thiophen-2-yl)-4-oxobutanoic acid